ClC1=C(C(=C(C=C1OC)OC)Cl)C1=NC(=C2C=C(N=CC2=C1)N[C@H]1[C@H](COC1)NC(C=C)=O)NCC N-((R,4S)-4-((7-(2,6-dichloro-3,5-dimethoxyphenyl)-5-(ethylamino)-2,6-naphthyridin-3-yl)amino)tetrahydrofuran-3-yl)acrylamide